N(=[N+]=[N-])C[C@@H]([C@H](C(=O)OC)NC(=O)OCC1=CC=CC=C1)O methyl (2R,3S)-4-azido-2-(benzyloxycarbonylamino)-3-hydroxy-butanoate